O[C@@]1(CC[C@H]2N(CCN(C2)C(=O)C2=C(C(=CC=C2)OC(F)F)Cl)C1)C1=NC=C(C=C1)C(F)(F)F [(7R,9aR)-7-hydroxy-7-[5-(trifluoromethyl)pyridin-2-yl]-3,4,6,8,9,9a-hexahydro-1H-pyrido[1,2-a]pyrazin-2-yl]-[2-chloro-3-(difluoromethoxy)phenyl]methanone